2-(2-(cyclopropanesulfonamido)thiazol-4-yl)-2-methyl-N-(4-(4-methylpyridin-3-yl)phenyl)propanamide C1(CC1)S(=O)(=O)NC=1SC=C(N1)C(C(=O)NC1=CC=C(C=C1)C=1C=NC=CC1C)(C)C